N-(4-amino-1-((2-(trimethylsilyl)ethoxy)methyl)-1H-pyrazolo[4,3-c]pyridin-7-yl)-2-((2R,5S)-2-(3-cyanophenyl)-5-methylpiperidin-1-yl)-2-oxoacetamide NC1=NC=C(C2=C1C=NN2COCC[Si](C)(C)C)NC(C(=O)N2[C@H](CC[C@@H](C2)C)C2=CC(=CC=C2)C#N)=O